2-(benzyl-(methyl)amino)-1-(3-hydroxyphenyl)ethanone C(C1=CC=CC=C1)N(CC(=O)C1=CC(=CC=C1)O)C